C(C1=CC=CC=C1)O[C@H]1[C@@H]([C@@H](O[C@]1(CF)COCC1=CC=CC=C1)N1C(NC(C(=C1)F)=O)=O)O[Si](C)(C)C 1-[(2R,3S,4S,5R)-4-(benzyloxy)-5-[(benzyloxy)methyl]-5-(fluoromethyl)-3-[(trimethylsilyl)oxy]oxolan-2-yl]-5-fluoro-3H-pyrimidine-2,4-dione